O1C(C1)CC1=CC(=CC=C1)CC1OC1 1,3-bis[(oxirane-2-yl)methyl]benzene